[1-(3-fluoro-4-[[2-(4-methylpiperazin-1-ylsulfonyl)-1,6-naphthyridin-7-yl]amino]phenyl)pyrazol-3-yl]methanol FC=1C=C(C=CC1NC1=NC=C2C=CC(=NC2=C1)S(=O)(=O)N1CCN(CC1)C)N1N=C(C=C1)CO